NC1=NC2=CC(=CC(=C2C=C1C)Br)S(=O)(=O)NC1(CC1)C 2-amino-5-bromo-3-methyl-N-(1-methylcyclopropyl)quinoline-7-sulfonamide